3-amino-4-(7-fluoro-1H-indazol-4-yl)-6-morpholin-4-yl-1H-1,10-phenanthrolin-2-one NC=1C(NC2=C3N=CC=CC3=C(C=C2C1C1=C2C=NNC2=C(C=C1)F)N1CCOCC1)=O